(3-(N-(tert-butyl)sulfamoyl)phenyl)boronic acid C(C)(C)(C)NS(=O)(=O)C=1C=C(C=CC1)B(O)O